7-(3-((benzyloxy)methyl)-4-ethyl-5-oxo-4,5-dihydro-1H-1,2,4-triazol-1-yl)-2-(2-chloro-6-fluorophenyl)-6-fluoro-4-(prop-1-en-2-yl)phthalazin-1(2H)-one C(C1=CC=CC=C1)OCC1=NN(C(N1CC)=O)C1=C(C=C2C(=NN(C(C2=C1)=O)C1=C(C=CC=C1F)Cl)C(=C)C)F